C(C)(C)(C)OC(NC1=CC=C2C=NC=NN21)=O pyrrolo[2,1-f][1,2,4]triazin-7-ylcarbamic acid tert-butyl ester